naphthalene-1,2-diyl dicarbamate C(N)(OC1=C(C=CC2=CC=CC=C12)OC(N)=O)=O